N1-(2-(dimethylamino)ethyl)-N1-ethyl-N2-(2-fluoroethyl)-N4-(4-(1-methyl-1H-indol-3-yl)-7H-pyrrolo[2,3-d]pyrimidin-2-yl)benzene-1,2,4-triamine CN(CCN(C=1C(=CC(=CC1)NC=1N=C(C2=C(N1)NC=C2)C2=CN(C1=CC=CC=C21)C)NCCF)CC)C